C1(CC1)C1=NC=NC(=C1C=1N=CC=2C(N1)=NC(C(C2)C=2C=NN(C2)CCN(C)C)=O)OC 2-(4-cyclopropyl-6-methoxypyrimidin-5-yl)-6-{1-[2-(dimethylamino)ethyl]pyrazol-4-yl}pyrido[2,3-d]pyrimidin-7-one